2-(tert-butyl)oxazolidine-3,4-dicarboxylate C(C)(C)(C)C1OCC(N1C(=O)[O-])C(=O)[O-]